ClC1=CC=C2C(=CNC2=C1N1C=NN=C1)S(=O)(=O)Cl 6-chloro-7-(1,2,4-triazol-4-yl)-1H-indole-3-sulfonyl chloride